C(#N)C=1C=C(C=CC1)C=1C=C2C(=NC1)OC(=N2)C2(CN(CCC2)C#N)F 3-(6-(3-cyanophenyl)oxazolo[5,4-b]pyridin-2-yl)-3-fluoropiperidine-1-carbonitrile